C(C1=CC=CC=C1)N(C(CCl)=O)CC(C)(C)NC(OC(C)(C)C)=O tert-butyl (1-(N-benzyl-2-chloroacetamido)-2-methylpropan-2-yl)carbamate